BrC1=C(C(=CC=C1)OC(F)F)[C@H]1C[C@H](C=2N1C1=C(N2)C=CC(=C1)Cl)N (1R,3r)-1-(2-bromo-6-(difluoromethoxy)phenyl)-7-chloro-2,3-dihydro-1H-benzo[d]pyrrolo[1,2-a]imidazole-3-amine